FC1=CC=C(C=C1)C=1N=CN(C1C1=C2C(=NC=C1)NC=C2)CCC2=CC=CC=C2 4-(4-(4-fluorophenyl)-1-phenethyl-1H-imidazol-5-yl)-1H-pyrrolo[2,3-b]Pyridine